BrC1=NN(C2=C1C=NC(=C2)Cl)[C@@H](C)CCO[Si](C)(C)C(C)(C)C (S)-3-Bromo-1-(4-((tert-butyldimethylsilyl)oxy)but-2-yl)-6-chloro-1H-pyrazolo[4,3-c]Pyridine